8-methyl-3-oxo-3,5,6,7-tetrahydro-1H-2,4-diaza-s-indacene-2-carboxylic acid tert-butyl ester C(C)(C)(C)OC(=O)N1CC2=C(C=3CCCC3N=C2C1=O)C